5-methoxy-1,3-dihydro-2H-benzo[d]Imidazol-2-one COC1=CC2=C(NC(N2)=O)C=C1